5,10,15,20-tetra(4-methoxymethoxyphenyl)porphyrin COCOC1=CC=C(C=C1)C=1C2=CC=C(N2)C(=C2C=CC(C(=C3C=CC(=C(C=4C=CC1N4)C4=CC=C(C=C4)OCOC)N3)C3=CC=C(C=C3)OCOC)=N2)C2=CC=C(C=C2)OCOC